3-methyl-1-oxopentane CC(CC=O)CC